NC1C(CN(CC1)C1=NC=CC(=N1)C1=NC2=CC(=NC=C2C=C1)CNC(C1=CC(=CC(=C1)S(=O)(=O)C)F)=O)(F)F N-((2-(2-(4-amino-3,3-difluoropiperidin-1-yl)pyrimidin-4-yl)-1,6-naphthyridin-7-yl)methyl)-3-fluoro-5-(methylsulfonyl)benzamide